C(CCC)OC(\C=C(\C=O)/C)=O (E)-3-methyl-4-oxo-2-butenoic acid butyl ester